2-(3,5-dichlorophenyl)-N-(2-(4-methylpiperazin-1-yl)ethyl)quinazolin-4-amine ClC=1C=C(C=C(C1)Cl)C1=NC2=CC=CC=C2C(=N1)NCCN1CCN(CC1)C